dimethyl 2-(6-fluoro-3,4-dihydroquinolin-1(2H)-yl)fumarate FC=1C=C2CCCN(C2=CC1)/C(/C(=O)OC)=C\C(=O)OC